(isoindolin-2-yl)-N-(4-methoxyphenyl)-7-(1H-pyrazol-4-yl)-3-(tetrahydro-2H-pyran-4-yl)pyrazolo[1,5-a]pyrimidine-2-carboxamide C1N(CC2=CC=CC=C12)C1=NC=2N(C(=C1)C=1C=NNC1)N=C(C2C2CCOCC2)C(=O)NC2=CC=C(C=C2)OC